2-(2-BROMO-4-CHLORO-5-METHYLPHENYL)-1,3-OXAZOLE Palladium [Pd].BrC1=C(C=C(C(=C1)Cl)C)C=1OC=CN1